[Pt].[Ni].[Au] gold-nickel-platinum